3-((2-oxabicyclo[2.2.2]octan-4-yl)methoxy)-2-amino-1-(4-(trifluoromethyl)piperidin-1-yl)butan-1-one C12OCC(CC1)(CC2)COC(C(C(=O)N2CCC(CC2)C(F)(F)F)N)C